(±)-Trans-3-((5-(5-((((benzyloxy)carbonyl)amino)methyl)-1-methyl-1H-1,2,3-triazol-4-yl)-3-methylpyrazin-2-yl)oxy)cyclopentanecarboxylic Acid C(C1=CC=CC=C1)OC(=O)NCC1=C(N=NN1C)C=1N=C(C(=NC1)O[C@@H]1C[C@H](CC1)C(=O)O)C |r|